2,4-dinitrobenzenesulfonic acid 3H-[1,2,3]Triazolo[4,5-b]Pyridin-3-yl ester N1=NN(C2=NC=CC=C21)OS(=O)(=O)C2=C(C=C(C=C2)[N+](=O)[O-])[N+](=O)[O-]